methyl 4-((7-(butylamino)-3-(((tert-butyldimethylsilyl)oxy)methyl)-5-((methoxycarbonyl)amino)-1H-pyrazolo[4,3-d]pyrimidin-1-yl)methyl)-3-methoxybenzoate C(CCC)NC=1C2=C(N=C(N1)NC(=O)OC)C(=NN2CC2=C(C=C(C(=O)OC)C=C2)OC)CO[Si](C)(C)C(C)(C)C